8-(isoquinolin-1-yl)benzofuro[2,3-b]pyridine C1(=NC=CC2=CC=CC=C12)C1=CC=CC2=C1OC1=NC=CC=C12